C(C)(C)C=1C(=NNC1C=1C=C(C=2N(C1)N=CN2)C)C(=O)NC2CCC(CC2)NC(C)C(C)C 4-isopropyl-5-(8-methyl-[1,2,4]triazolo[1,5-a]pyridin-6-yl)-N-((1r,4r)-4-((3-methylbutan-2-yl)amino)cyclohexyl)-1H-pyrazole-3-carboxamide